C(C)OC1=CC=CC(=N1)C=1N=C(SC1)NC1=NC=CC=C1C 4-(6-ethoxypyridin-2-yl)-N-(3-methylpyridin-2-yl)thiazol-2-amine